FC(C=1C=CC(=C(C#N)C1)F)F 5-(difluoromethyl)-2-fluorobenzonitrile